NC=1C2=C(N=CN1)N(C(=C2C2=CC=C(C=C2)OCCOC)C2CN(CC2)C(C=C)=O)C 1-(3-(4-amino-5-(4-(2-methoxyethoxy)phenyl)-7-methyl-7H-pyrrolo[2,3-d]pyrimidin-6-yl)pyrrolidin-1-yl)prop-2-en-1-one